CN1CC(CCCC1)C1=CC=C(C(=O)NC2=CC(=C(C=C2)C)NC2=NC=CC(=N2)C=2C=NC=C(C2)C2=C(C=NO2)C)C=C1 4-(1-Methyl-azepan-3-yl)-N-(4-methyl-3-{4-[5-(4-methyl-isoxazol-5-yl)-pyridin-3-yl]-pyrimidin-2-ylamino}-phenyl)-benzamide